BrC=1C=CC(=NC1)C1OCCOC1 5-bromo-2-(1,4-dioxan-2-yl)pyridine